4-(bicyclo[1.1.1]pentan-2-ylamino)-2-((1r,4r)-4-ethoxycyclohexylamino)pyrimidine-5-carboxamide C12C(C(C1)C2)NC2=NC(=NC=C2C(=O)N)NC2CCC(CC2)OCC